(S)-2-((((9H-fluoren-9-yl)methoxy)carbonyl)amino)-3-(pyridin-2-yl)propanoic acid C1=CC=CC=2C3=CC=CC=C3C(C12)COC(=O)N[C@H](C(=O)O)CC1=NC=CC=C1